calcium carbolate C1=CC=C(C=C1)[O-].C1=CC=C(C=C1)[O-].[Ca+2]